((7R)-7-amino-2-azabicyclo[2.2.1]hept-2-yl)(2-(1-(cyclopropylmethyl)-6-methyl-1H-pyrrolo[2,3-b]pyridin-2-yl)-3-methylpyrazolo[1,5-a]pyridin-6-yl)methanone N[C@H]1C2N(CC1CC2)C(=O)C=2C=CC=1N(C2)N=C(C1C)C1=CC=2C(=NC(=CC2)C)N1CC1CC1